tert-butyl (2R,3S)-3-(methylsulfonyloxy)-2-((methylsulfonyloxy)methyl)pyrrolidine-1-carboxylate CS(=O)(=O)O[C@@H]1[C@H](N(CC1)C(=O)OC(C)(C)C)COS(=O)(=O)C